ClC=1C(=NC(=NC1)NC1CCOCC1)C1=CC=C2CN(C(C2=C1)=O)CC(=O)N[C@H](C(F)(F)F)C1=CC=CC=C1 2-(6-{5-chloro-2-[(oxacyclohex-4-yl)amino]pyrimidin-4-yl}-1-oxo-2,3-dihydro-1H-isoindol-2-yl)-N-[(1S)-2,2,2-trifluoro-1-phenylethyl]acetamide